(E,4S)-4-hydroxy-1-[3-[4-(hydroxymethyl)-1-[4-(trifluoromethoxy)phenyl]pyrazolo[3,4-b]pyridin-3-yl]azetidin-1-yl]pent-2-en-1-one O[C@H](/C=C/C(=O)N1CC(C1)C1=NN(C2=NC=CC(=C21)CO)C2=CC=C(C=C2)OC(F)(F)F)C